OB1OCC2=C1C=C(C(=C2)C(F)(F)F)C(=O)O 1-hydroxy-5-(trifluoromethyl)-1,3-dihydrobenzo[c][1,2]oxaborole-6-carboxylic acid